C(C)(C)(C)OC([C@H](CCCCNC(C)=O)NC([C@H](CCCCNC(=O)OC(C)(C)C)NC(CCOCCOCCOCCNC(=O)OCC1=CC=CC=C1)=O)=O)=O (S)-6-acetylamino-2-[(S)-2-(3-{2-[2-(2-benzyloxycarbonylamino-ethoxy)-ethoxy]-ethoxy}-propionylamino)-6-tert-butoxycarbonylamino-hexanoylamino]-hexanoic acid tert-butyl ester